C(CCC)C1(N(C(N2C1=CC=1C=C(C=CC21)Cl)=O)OC)C#CCCC2=CC=CC=C2 1-butyl-7-chloro-2-methoxy-1-(4-phenylbut-1-yn-1-yl)-1,2-dihydro-3H-imidazo[1,5-a]indol-3-one